N-[3-[4-(1,1-difluoroethyl)thiazol-2-yl]-1H-pyrrolo[2,3-c]pyridin-5-yl]acetamide FC(C)(F)C=1N=C(SC1)C1=CNC2=CN=C(C=C21)NC(C)=O